(R)-5-(3-(3-methyl-2-oxoimidazolidin-1-yl)piperidin-1-yl)-3-((1-(piperidin-4-yl)-1H-pyrazol-4-yl)amino)pyrazine-2-carboxamide CN1C(N(CC1)[C@H]1CN(CCC1)C=1N=C(C(=NC1)C(=O)N)NC=1C=NN(C1)C1CCNCC1)=O